(2R,4S)-4-carboxy-1-(3-((2S,5S)-23-(2,5-dioxo-2,5-dihydro-1H-pyrrol-1-yl)-2,5-dimethyl-4,7,20-trioxo-10,13,16-trioxa-3,6,19-triazatricosanamido)-4-hydroxyphenyl)pentan-2-aminium C(=O)(O)[C@H](C[C@H](CC1=CC(=C(C=C1)O)NC([C@@H](NC([C@@H](NC(CCOCCOCCOCCNC(CCCN1C(C=CC1=O)=O)=O)=O)C)=O)C)=O)[NH3+])C